N-[(6-Amino-2-pyridyl)sulfonyl]-5-(o-tolyl)-2-(2,2,4-trimethylpyrrolidin-1-yl)pyridin-3-carboxamid NC1=CC=CC(=N1)S(=O)(=O)NC(=O)C=1C(=NC=C(C1)C1=C(C=CC=C1)C)N1C(CC(C1)C)(C)C